2-(difluoromethyl)-5-(6-((4-(2-(4-methylpiperazin-1-yl)pyridin-4-yl)-1H-1,2,3-triazol-1-yl)methyl)pyridin-3-yl)-1,3,4-oxadiazole FC(C=1OC(=NN1)C=1C=NC(=CC1)CN1N=NC(=C1)C1=CC(=NC=C1)N1CCN(CC1)C)F